COC1=CC=C(C=C1)S(=O)(=O)N1CCNCC1 1-((4-(methoxy)phenyl)sulfonyl)piperazine